5-((5-chloro-2-methyl-4-oxo-3,4-dihydroquinazolin-6-yl)thio)pyrazine ClC1=C2C(NC(=NC2=CC=C1SC=1N=CC=NC1)C)=O